NC1=C(C2=C(C(N(C(C2)C)C(=O)OC(C)(C)C)C)S1)C=1SC2=C(N1)C=CC=C2 tert-Butyl 2-amino-3-(benzo[d]thiazol-2-yl)-5,7-dimethyl-4,7-dihydrothieno[2,3-c]pyridine-6(5H)-carboxylate